ClC1=C(C=C(C(=N1)I)C[C@H](C(C)(C)C)NC(O)=O)O (R)-(1-(6-chloro-5-hydroxy-2-iodopyridin-3-yl)-3,3-dimethylbut-2-yl)carbamic acid